5-(4-[[(tert-butyldimethylsilyl)oxy]methyl]-6-chloropyridin-2-yl)-2-(trifluoromethyl)pyrimidine [Si](C)(C)(C(C)(C)C)OCC1=CC(=NC(=C1)Cl)C=1C=NC(=NC1)C(F)(F)F